(R)-3-(2-chloro-5-(trifluoromethyl)pyrimidin-4-yl)-10-methyl-9,10,11,12-tetrahydro-8H-[1,4]diazepino[5',6':4,5]thieno[3,2-f]quinolin ClC1=NC=C(C(=N1)C1=NC=2C=CC3=C(C2C=C1)C1=C(S3)CN[C@@H](CN1)C)C(F)(F)F